CC1(C(C1(C)C)(C)C)C(=O)O 1,2,2,3,3-pentamethylcyclopropanecarboxylic acid